(E)-methyl(2-(naphthalen-1-yl)vinyl)sulfane CS\C=C\C1=CC=CC2=CC=CC=C12